ClC1=NC(=CC(=C1)C1=C(N=C(S1)NC(=O)N1C[C@H](NCC1)C(C)(C)O)C1=CC(=CC=C1)C#N)C (3S)-N-[5-(2-chloro-6-methyl-4-pyridyl)-4-(3-cyanophenyl)thiazol-2-yl]-3-(1-hydroxy-1-methyl-ethyl)piperazine-1-carboxamide